Azetidin-1-yl-[7,8-dichloro-6-(2,6-difluorophenyl)-4H-[1,2,4]triazolo[1,5-a][1,4]benzodiazepine-2-Yl]methanone N1(CCC1)C(=O)C1=NN2C(CN=C(C3=C2C=CC(=C3Cl)Cl)C3=C(C=CC=C3F)F)=N1